BrC1=NN(C(=N1)C)CC1=CC=C(C=C1)N1N=CN(C1=O)CC1=C(C=CC=C1F)F 2-(4-((3-Bromo-5-methyl-1H-1,2,4-triazol-1-yl)methyl)phenyl)-4-(2,6-difluorobenzyl)-2,4-dihydro-3H-1,2,4-triazol-3-one